1-(9Z-nonadecenoyl)-2-(9Z,12Z-heptadecadienoyl)-glycero-3-phospho-(1'-sn-glycerol) CCCCCCCCC/C=C\CCCCCCCC(=O)OC[C@H](COP(=O)(O)OC[C@H](CO)O)OC(=O)CCCCCCC/C=C\C/C=C\CCCC